CC(CC1=CC=CC=C1)(CC(C)C)NC(=O)C=1C(=NC=2CCCCC2C1)OC N-(2,4-dimethyl-1-phenylpentan-2-yl)-2-methoxy-5,6,7,8-tetrahydroquinoline-3-carboxamide